O1[C@@H](CC1)CN1C(=NC2=C1C=C(C=C2)C(=O)O)CN2CCN(CC2)C(=O)C=2OC(=CC2)COC2=CC=CC=C2 1-{[(2S)-oxetan-2-yl]methyl}-2-({4-[5-(phenoxymethyl)furan-2-carbonyl]piperazin-1-yl}methyl)-1H-1,3-benzodiazole-6-carboxylic acid